N[C@H]1[C@@H](C(CC12CCN(CC2)C=2N=CC(=NC2)SC2=C(C(=NC=C2)C2(NC=C(C(=N2)NC2=C(C=CC=C2)S(=O)(=O)C(C)C)Cl)N)Cl)=O)C 2-(4-((5-((3S,4S)-4-amino-3-methyl-2-oxo-8-azaspiro[4.5]dec-8-yl)Pyrazin-2-yl)thio)-3-chloropyridin-2-yl)-5-chloro-N4-(2-(isopropylsulfonyl)phenyl)pyrimidine-2,4-diamine